ethyl 2-acetylpyridine-4-carboxylate C(C)(=O)C1=NC=CC(=C1)C(=O)OCC